2-((3-chloro-2-methylphenyl)amino)benzoic acid methyl ester COC(C1=C(C=CC=C1)NC1=C(C(=CC=C1)Cl)C)=O